4-(4-{3-[3-(tert-butylamino)pyrrolidin-1-yl]-1,2,4-triazin-6-yl}-3-hydroxyphenyl)-1-methylpyridin-2(1H)-one hydrochloride Cl.C(C)(C)(C)NC1CN(CC1)C=1N=NC(=CN1)C1=C(C=C(C=C1)C1=CC(N(C=C1)C)=O)O